6-(1-(4-methoxybenzyl)-1H-pyrazol-4-yl)-2-(6-methylpyridin-2-yl)-2H-pyrazolo[3,4-c]Pyridin-7(6H)-one COC1=CC=C(CN2N=CC(=C2)N2C(C=3C(C=C2)=CN(N3)C3=NC(=CC=C3)C)=O)C=C1